C1(CC1)S(=O)(=O)N1N=CC(=C1)C1=NC=CC(=N1)NC1=NC=C(C(=C1)NC1CCC(CC1)(F)F)C=1N=NC(=CC1)N1CCC(CC1)(F)F N2-(2-(1-(Cyclopropylsulfonyl)-1H-pyrazol-4-yl)pyrimidin-4-yl)-N4-(4,4-difluorocyclohexyl)-5-(6-(4,4-difluoropiperidin-1-yl)pyridazin-3-yl)pyridine-2,4-diamine